2-chloro-5-(furan-2-ylmethyl)pyrimidine ClC1=NC=C(C=N1)CC=1OC=CC1